O1CCC(CC1)C1=CC(=NC2=CC(=CC=C12)C(=O)O)C1=CC=C(C=C1)C(F)(F)F 4-(Tetrahydro-2H-pyran-4-yl)-2-(4-(trifluoromethyl)phenyl)quinoline-7-carboxylic acid